C(C)N1C(C2=C3C(C(=CC=C13)S(=O)(=O)NCCN1CCCC1)=CC=C2)=O ethyl-2-oxo-N-(2-(pyrrolidin-1-yl)ethyl)-1,2-dihydrobenzo[cd]indole-6-sulfonamide